6-(2-chloropropan-2-yl)-4-(trifluoromethyl)pyridazine-3(2H)-one ClC(C)(C)C=1C=C(C(NN1)=O)C(F)(F)F